tert-butyl ((1S,2S)-2-aminocyclopropyl)carbamate N[C@@H]1[C@H](C1)NC(OC(C)(C)C)=O